4-(azetidin-3-yl)-3-methoxypyridine-2-carbonitrile N1CC(C1)C1=C(C(=NC=C1)C#N)OC